FC(CNC(COC1=C(C=CC=C1)P(O)(O)=O)=O)(C1=CC(=CC=C1)F)F (2-(2-((2,2-difluoro-2-(3-fluorophenyl)ethyl)amino)-2-oxoethoxy)phenyl)phosphonic acid